(N-methyl)anilinopropylmethyldimethoxysilane CN(C1=CC=CC=C1)CCC[Si](OC)(OC)C